O.O.CP(C)=O dimethylphosphine oxide dihydrate